1'-Cyclopropyl-6'-fluoro-5,6-dimethoxy-1'H-1,2'-bibenzo[d]imidazole C1(CC1)N1C(=NC2=C1C=C(C=C2)F)N2C=NC1=C2C=C(C(=C1)OC)OC